5-(4-bromobenzyl)-5H-[1,3]dioxolo[4',5':4,5]benzo[1,2-d]imidazol-6-amine BrC1=CC=C(CN2C(=NC3=C2C=C2C(=C3)OCO2)N)C=C1